5-cyclopropyl-6-((6R,7R)-2-(((2S,4R)-4-fluoro-1-methylpyrrolidin-2-yl)methoxy)-6-methyl-4-((S)-2-methylpiperazin-1-yl)-5,6,7,8-tetrahydroquinazolin-7-yl)-4-methylpyridin-2-amine C1(CC1)C=1C(=CC(=NC1[C@H]1[C@@H](CC=2C(=NC(=NC2C1)OC[C@H]1N(C[C@@H](C1)F)C)N1[C@H](CNCC1)C)C)N)C